O=C1C(CCC1)O 2-oxo-cyclopentanol